CC=1C=C(C=CC1)C1=NN(C=C1)C1=CC(=NC(=N1)CCCN1N=CC=N1)N1CCOCC1 4-[6-[3-(3-methylphenyl)-1H-pyrazol-1-yl]-2-[3-(2H-1,2,3-triazol-2-yl)propyl]pyrimidin-4-yl]morpholine